(2-butan-2-yl-1-methylcyclohexyl) acetate C(C)(=O)OC1(C(CCCC1)C(C)CC)C